8-Ethyl-3-oxa-12-azatricyclo[7.4.1.05,14]tetradeca-5(14),6,8-triene hydrochloride Cl.C(C)C=1C=CC=2COCC3CNCCC1C32